[3-[dimethyl (dimethylvinylsilylmethyl) silyl] propyl] ethyl carbonate C(OCCC[Si](C[SiH2]C=C(C)C)(C)C)(OCC)=O